α-bromoacetate BrCC(=O)[O-]